C(\C=C/CCCCCC)OC(CCCCCCCCCN(CCCCCCCCCC(=O)OC\C=C/CCCCCC)CCCN(CCCCCCCCCC(=C=O)OC\C=C/CCCCCC)CCO)=O di((Z)-non-2-en-1-yl)10,10'-((3-((2-hydroxyethyl)(10-(((Z)-non-2-en-1-yl)oxy)-10-carbonyldecyl)amino)propyl)azanediyl)di(decanoate)